N-(4-aminobutyl)-5-(3-aminoprop-1-yn-1-yl)-6-methoxybenzofuran NCCCCNCC#CC=1C(=CC2=C(C=CO2)C1)OC